FC=1C=C(N)C=C(C1C)C 3-fluoro-4,5-dimethylaniline